1-[5-fluoro-2-(4-methyl-1,4-diazepan-1-yl)pyrimidin-4-yl]-N-(2-{imidazo[1,2-a]pyridin-3-yl}propan-2-yl)azetidine-3-carboxamide FC=1C(=NC(=NC1)N1CCN(CCC1)C)N1CC(C1)C(=O)NC(C)(C)C1=CN=C2N1C=CC=C2